1-(7-(4-amino-7-cyclopropyl-7H-pyrrolo[2,3-d]pyrimidin-5-yl)benzo[c][1,2,5]oxadiazol-4-yl)-3-(4-((1-methylpiperidin-4-yl)oxy)-3-(trifluoromethyl)-phenyl)urea NC=1C2=C(N=CN1)N(C=C2C2=CC=C(C=1C2=NON1)NC(=O)NC1=CC(=C(C=C1)OC1CCN(CC1)C)C(F)(F)F)C1CC1